N1N=CC2=C1CNCC2 5,7-dihydro-4H-pyrazolo[3,4-c]pyridin